C(#N)[C@H]1N(CSC1)C(CNC(=O)C1=CC=NC2=CC=C(C=C12)N1[C@H](COCC1)CC)=O N-(2-((R)-4-Cyanothiazolidin-3-yl)-2-oxoethyl)-6-((S)-3-ethylmorpholino)quinoline-4-carboxamide